C[C@]12CC(C[C@](CC1)(N2)C)N(C=2SC=1N=C(SC1N2)C=2N=NC(=CN2)C=2C=NNC2)C N-[(1R,3s,5S)-1,5-Dimethyl-8-azabicyclo[3.2.1]octan-3-yl]-N-methyl-5-[6-(1H-pyrazol-4-yl)-1,2,4-triazin-3-yl][1,3]thiazolo[5,4-d][1,3]thiazol-2-amin